N-[2-(1-acetylpiperidin-4-yl)ethyl]-4-[[3-[4-(difluoromethoxy)phenyl]imidazo[1,2-a]pyrazin-8-yl]amino]-N,2-dimethylbenzamide C(C)(=O)N1CCC(CC1)CCN(C(C1=C(C=C(C=C1)NC=1C=2N(C=CN1)C(=CN2)C2=CC=C(C=C2)OC(F)F)C)=O)C